C(C)C=1N(N=C2N=C(C=CC21)C2=C(C=C(C=C2C)C(F)(F)F)O)[C@H]2CCC(N(C2)C)=O (S)-5-(3-ethyl-6-(2-hydroxy-6-methyl-4-(trifluoromethyl)phenyl)-2H-pyrazolo[3,4-b]pyridin-2-yl)-1-methylpiperidin-2-one